9-bromo-8-chloro-4-methyl-5,6-dihydro-4H-[1,4]oxazepino[5,6,7-de]quinazoline BrC=1C(=C2C=3C(=NC=NC3C1)N(CCO2)C)Cl